C[SiH]([Ti](NC1CCCCCCCCCCC1)C1(C(=C(C(=C1)C)C)C)C)C dimethyl-silyl-(tetramethylcyclopentadienyl)(cyclododecylamino)titanium